C1(=CC=CC=C1)N1N=C(N=C1C1=CC=CC=C1)C(=O)N1CCNCC1 (1,5-diphenyl-1H-1,2,4-triazol-3-yl)(piperazin-1-yl)methanone